C(CCC)C1=C(C=O)C=CC=C1 normal-butylbenzaldehyde